C1(=CC=CC=C1)CS(=O)(=O)OC1=C(OC(C1=O)([2H])C=1C=C(C=CC1)C)N 2-amino-4-oxo-5-(m-tolyl)-4,5-dihydrofuran-3-yl-5-d phenylmethanesulfonate